CC(C)(C1=CC=CC=C1)C1=CC=C(NC2=CC=C(C=C2)C(C)(C2=CC=CC=C2)C)C=C1 4-(1-methyl-1-phenylethyl)N-[4-(1-methyl-1-phenylethyl)phenyl]Aniline